4-cyano-4-dodecylsulfanylcarbothioylsulfanyl-pentanamide C(#N)C(CCC(=O)N)(C)SC(=S)SCCCCCCCCCCCC